4-(3-(4-methylpiperazin-1-yl)azetidin-1-yl)-1H-benzo[d]-imidazole CN1CCN(CC1)C1CN(C1)C1=CC=CC=2NC=NC21